(1S,2S,3R)-N-(6-((S)-1-cyanospiro[2.2]pentan-1-yl)isoquinolin-3-yl)-2-methyl-3-(1-methyl-1H-pyrazol-4-yl)cyclopropane-1-carboxamide C(#N)[C@]1(CC12CC2)C=2C=C1C=C(N=CC1=CC2)NC(=O)[C@H]2[C@H]([C@H]2C=2C=NN(C2)C)C